(S)-4-(1-acryloylpiperidin-3-yl)-6-(4-phenoxyphenyl)-1H-pyrrolo[3,2-c]pyridine C(C=C)(=O)N1C[C@H](CCC1)C1=NC(=CC2=C1C=CN2)C2=CC=C(C=C2)OC2=CC=CC=C2